C(C)(C)OC(=O)C12CC3(CC(CC(C1)(C3)O)C2)O 1,5-dihydroxy-3-adamantanecarboxylic acid isopropyl ester